BrC=1C=C(C2=CN(N=C2C1Cl)C(C(=O)[C@H]1N(C[C@@H](C1)F)C(=O)OC(C)(C)C)C(=O)OCC)C |r| tert-Butyl rac-(2S,4R)-2-[2-(6-bromo-7-chloro-4-methyl-indazol-2-yl)-3-ethoxy-3-oxo-propanoyl]-4-fluoro-pyrrolidine-1-carboxylate